3-(4-(3-(1H-1,2,3-Triazol-1-yl)piperidin-1-yl)pyrimidin-2-yl)-6-(trifluoromethyl)imidazo[1,2-a]pyrazine N1(N=NC=C1)C1CN(CCC1)C1=NC(=NC=C1)C1=CN=C2N1C=C(N=C2)C(F)(F)F